1,3-benzoxazol-4-ol O1C=NC=2C1=CC=CC2O